benzyl 5-(aminomethyl)-2,3-dihydro-1H-isoindole-2-carboxylate NCC=1C=C2CN(CC2=CC1)C(=O)OCC1=CC=CC=C1